7-methylimidazo[1,2-a]pyridine-2-carboxamide CC1=CC=2N(C=C1)C=C(N2)C(=O)N